4-(2,3-difluorobenzoyl)-1H-pyrrole-2-carboxylate FC1=C(C(=O)C=2C=C(NC2)C(=O)[O-])C=CC=C1F